C(C1=CC=CC=C1)[C@H]1C[C@@H](N(C1(O)CC)C(=O)OC(C)(C)C)C(=O)OCC1=CC=CC=C1 2-benzyl 1-(tert-butyl) (2R,4S)-4-benzyl-5-ethyl-5-hydroxypyrrolidine-1,2-dicarboxylate